ClC1=C(C(=CC=C1)F)N1CCC(CC1)N1C(N(C=2C([C@@H]1C)=CN(N2)C)CC2=C(C=CC=C2)C2CC2)=O (S)-5-[1-(2-Chloro-6-fluoro-phenyl)-piperidin-4-yl]-7-(2-cyclopropyl-benzyl)-2,4-dimethyl-2,4,5,7-tetrahydro-pyrazolo[3,4-d]pyrimidin-6-one